5-(5-(trifluoromethyl)-2,3-dihydrobenzofuran-2-yl)nicotinic acid FC(C=1C=CC2=C(CC(O2)C=2C=NC=C(C(=O)O)C2)C1)(F)F